ON(C(=O)N(C)C)C1(C(N(C(N(C1=O)C)=O)C)=O)C 1-hydroxy-3,3-dimethyl-1-(1,3,5-trimethyl-2,4,6-trioxohexahydropyrimidin-5-yl)urea